FC(S(=O)(=O)O)(F)F.FC(S(=O)(=O)O)(F)F trifluoromethanesulfonic acid (Trifluoromethanesulfonic acid) salt